methyl 6-chloro-7-methoxy-4-phenethyl-3,4-dihydro-2H-benzo[b][1,4]oxazine-8-carboxylate ClC1=CC2=C(OCCN2CCC2=CC=CC=C2)C(=C1OC)C(=O)OC